O1C(=CC2=C1C=CC=C2)/C=C/C(=O)O (E)-3-(benzofuran-2-yl)acrylic acid